ethyl 2-(3-formyloxy-4-hydroxyphenyl)-4-methyl-5-thiazolecarboxylate C(=O)OC=1C=C(C=CC1O)C=1SC(=C(N1)C)C(=O)OCC